(2S,4R)-5-(3-((S)-2-((S)-2-aminopropanamido)propanamido)-4-hydroxyphenyl)-4-((tert-butoxycarbonyl)amino)-2-methylpentanoic acid N[C@H](C(=O)N[C@H](C(=O)NC=1C=C(C=CC1O)C[C@@H](C[C@@H](C(=O)O)C)NC(=O)OC(C)(C)C)C)C